pentacosan-13-yl 9-((4-(dimethylamino)butanoyl)oxy)octadecanoate henicosan-11-yl-7-((4-(dimethylamino)butanoyl)oxy)hexadecanoate CCCCCCCCCCC(CCCCCCCCCC)OC(CCCCCC(CCCCCCCCC)OC(CCCN(C)C)=O)=O.CN(CCCC(=O)OC(CCCCCCCC(=O)OC(CCCCCCCCCCCC)CCCCCCCCCCCC)CCCCCCCCC)C